C(C1=CC=CC=C1)OCCCCCCCCC(CCCCCCCCOCC1=CC=CC=C1)O 1,17-bis-benzyloxy-heptadecan-9-ol